NCC1=NNC(C2=CC=C(C=C12)C=1C=NN(C1C=1C=CC=C2C(COCC12)(C)O)C)=O (M)-4-(aminomethyl)-6-(5-(4-hydroxy-4-methylisochroman-8-yl)-1-methyl-1H-pyrazol-4-yl)phthalazin-1(2H)-one